N-(5-(5-aminothiazol-4-yl)-1,3,4-thiadiazol-2-yl)-4-(2,6-dimethoxyphenyl)-3-(2-methoxyethoxy)-2-oxo-2H-pyran-6-carboxamide NC1=C(N=CS1)C1=NN=C(S1)NC(=O)C1=CC(=C(C(O1)=O)OCCOC)C1=C(C=CC=C1OC)OC